O=C1NC(CCC1NC(=O)C1=NC=CC=C1)=O N-(2,6-dioxopiperidin-3-yl)pyridineAmide